CC1=C(C2=CC3=NC(=CC4=NC(=CC5=C(C(=C(N5)C=C1N2)C=C)C)C(=C4CCC(=O)[O-])C)C(=C3C)CCC(=O)[O-])C=C The molecule is the dicarboxylate anion of protoporphyrin, obtained by deprotonation of both carboxy groups. It is a conjugate base of a protoporphyrin.